ClC=1C=C(C=CC1Cl)SC=1N=NC=CC1C(NO)=N 3-[(3,4-dichlorophenyl)sulfanyl]-N-hydroxypyridazine-4-carboximidamide